C(C)N(C(C(CO)O)=O)CC N,N-diethyl-2,3-dihydroxypropanamide